N-(4-fluoro-3-methylphenyl)-5-(2-(((1s,4s)-4-hydroxycyclohexyl)amino)-2-oxoacetyl)-1,4-dimethyl-2-(thiophen-3-yl)-1H-pyrrole-3-carboxamide FC1=C(C=C(C=C1)NC(=O)C1=C(N(C(=C1C)C(C(=O)NC1CCC(CC1)O)=O)C)C1=CSC=C1)C